tert-butyl-N-tert-butoxycarbonyl-N-[[5-[4-(trifluoromethoxy)phenyl]-8-vinyl-7-quinolyl]methyl]carbamate C(C)(C)(C)OC(N(CC1=CC(=C2C=CC=NC2=C1C=C)C1=CC=C(C=C1)OC(F)(F)F)C(=O)OC(C)(C)C)=O